The molecule is an amino alcohol that is propanol substituted by 1H-imidazol-4-yl group at position 3 and an amino group at position 2 (the 2S stereoisomer). It has a role as an EC 2.3.1.97 (glycylpeptide N-tetradecanoyltransferase) inhibitor, a human metabolite, an Escherichia coli metabolite and a Saccharomyces cerevisiae metabolite. It is a member of imidazoles and an amino alcohol. It is a conjugate base of a L-histidinol(1+). C1=C(NC=N1)C[C@@H](CO)N